NC1=CC(=C(C=C1)N1CCC(=CC1)C=1C=C2CCN(CC2=CC1)C(=O)OCC1=CC=CC=C1)C(F)(F)F benzyl 6-[1-[4-amino-2-(trifluoromethyl) phenyl]-3,6-dihydro-2H-pyridin-4-yl]-3,4-dihydro-1H-isoquinoline-2-carboxylate